C1(=CC=CC=C1)C=1N(C2=CC=CC=C2C1)SC(F)(F)F 2-phenyl-1-trifluoromethylthioindole